C(C)(C)(C)OC(N(C1CCC2=C(C=CC=C12)C#N)CCO[Si](C)(C)C(C)(C)C)=O 2-(tert-butyldimethylsilyloxy)ethyl-(4-cyano-2,3-dihydro-1H-indene-1-yl)carbamic acid tert-butyl ester